(2R)-6-bromo-2-methyl-N-[(1R)-1-[3-nitro-5-(trifluoromethyl)phenyl]ethyl]-2,3-dihydroimidazo[1,2-a]pyridine-8-carboxamide BrC=1C=C(C=2N(C1)C[C@H](N2)C)C(=O)N[C@H](C)C2=CC(=CC(=C2)C(F)(F)F)[N+](=O)[O-]